ClC1=NC=2N(C(=C1)N(C(OC(C)(C)C)=O)CC1=CC(=CC=C1)Cl)N=CC2C2CC2 tert-butyl (5-chloro-3-cyclopropylpyrazolo[1,5-a]pyrimidin-7-yl)(3-chlorobenzyl)carbamate